OCCCCCCN1C=NC=C1C(=O)N 1-(6-hydroxyhexyl)-1H-imidazole-5-Carboxamide